CC1=C(C=CC=C1C(F)(F)F)[C@@H](C)NC(=O)C1=CN(C(C=C1NC1[C@@H]2CN(C[C@H]12)C)=O)C1CCOCC1 N-((R)-1-(2-methyl-3-(trifluoromethyl)phenyl)ethyl)-4-(((1R,5S,6s)-3-methyl-3-azabicyclo[3.1.0]hexan-6-yl)amino)-6-oxo-1-(tetrahydro-2H-pyran-4-yl)-1,6-dihydropyridine-3-carboxamide